CS(=O)(=O)N[C@@H]1[C@@H](N(CCC1)C(=O)OC(C)C)CC1=CC2=CC=CC=C2C=C1 isopropyl cis-3-((methylsulfonyl)amino)-2-(2-naphthylmethyl)piperidine-1-carboxylate